N-(4-bromopyridin-2-yl)-3-[3-ethoxy-3-(hydroxymethyl)azetidin-1-yl]propionamide BrC1=CC(=NC=C1)NC(CCN1CC(C1)(CO)OCC)=O